NCC1=CC(=C(C=C1)NC(=O)C1=CC2=C(OCCC3=C2SC=C3)C=C1C=1C(=NC(=CC1)C(NC1CC1)=O)C(=O)O)C 3-(9-((4-(aminomethyl)-2-methylphenyl)carbamoyl)-4,5-dihydrobenzo[b]thieno[2,3-d]oxepin-8-yl)-6-(cyclopropylcarbamoyl)picolinic acid